O1[C@H](COCC1)CN1N=C2C3=C(CCC2=C1)OC(=C3C(F)(F)F)C(=O)NCCC=3SC=CN3 2-[(2S)-1,4-Dioxan-2-ylmethyl]-N-[2-(1,3-thiazol-2-yl)ethyl]-8-(trifluoromethyl)-4,5-dihydro-2H-furo[2,3-g]indazol-7-carboxamid